CC1(CC(=NN1C(C)=O)C1=CC=C(C=C1)Cl)CC(=C)C 1-(5-methyl-5-(2-methylallyl)-3-(4-chlorophenyl)-4,5-dihydro-1H-pyrazol-1-yl)-1-ethanone